(1-ethylazetidin-3-yl)methyl N-{[2-(2,6-dioxopiperidin-3-yl)-3-oxo-2,3-dihydro-1H-isoindol-5-yl]methyl}carbamate O=C1NC(CCC1N1CC2=CC=C(C=C2C1=O)CNC(OCC1CN(C1)CC)=O)=O